N1=C2N(CC=C1[2H])C=CC=C2 pyrido[1,2-a]pyrimidin-d